aluminium oxide zinc [Zn+2].[O-2].[Al+3]